F[B-](F)(F)F.OC1[N+](CCC1)(C)C 2-hydroxy-N,N-dimethylpyrrolidinium tetrafluoroborate